C(C)P(=O)(CC)C1=CC2=C(N=C(N=C2N[C@H](C)C=2C(=C(C=CC2)C([C@@H](C)O)(F)F)F)C)C=N1 |o1:24| (2R*)-1-{3-[(1R)-1-{[6-(diethylphosphoryl)-2-methylpyrido[3,4-d]pyrimidin-4-yl]amino}ethyl]-2-fluorophenyl}-1,1-difluoropropan-2-ol